methyl 2-((4-bromo-3-fluoro-2-nitrophenyl) amino)-2-cyclopropylacetate BrC1=C(C(=C(C=C1)NC(C(=O)OC)C1CC1)[N+](=O)[O-])F